N7-(3,3-difluorocyclobutyl)-2-tetrahydrofuran-2-yl-pyrazolo[1,5-a]pyrimidine-3,7-dicarboxamide FC1(CC(C1)NC(=O)C1=CC=NC=2N1N=C(C2C(=O)N)C2OCCC2)F